C1(=CC=C(C=C1)C1=NC(=NC(=N1)C1=CC=C(C=C1)C=1C=NC=C(C1)C#N)C=1C=C(C(=CC1)C1=CC=C(C=C1)C#N)C1=CC=C(C=C1)C#N)C1=CC=CC=C1 4'-(4-([1,1'-biphenyl]-4-yl)-6-(4-(5-cyanopyridin-3-yl)phenyl)-1,3,5-triazin-2-yl)-[1,1':2',1''-terphenyl]-4,4''-dicarbonitrile